3-(((7-(1H-Pyrazol-4-yl)-2,3-dihydrofuro[3,2-c]pyridin-4-yl)amino)methyl)-N-(3-((dimethylamino)methyl)benzyl)benzamid N1N=CC(=C1)C=1C2=C(C(=NC1)NCC=1C=C(C(=O)NCC3=CC(=CC=C3)CN(C)C)C=CC1)CCO2